glucosamine 3-phosphate P(=O)(O)(O)O[C@@H]1[C@H](C(O)O[C@@H]([C@H]1O)CO)N